methyl 4-isopropyl-6-(4,4,5,5-tetramethyl-1,3,2-dioxaborolan-2-yl)quinoline-2-carboxylate C(C)(C)C1=CC(=NC2=CC=C(C=C12)B1OC(C(O1)(C)C)(C)C)C(=O)OC